C(C)N(C(OC(C)(C)C)=O)[C@H]1CNCC1 tert-butyl (R)-ethyl(pyrrolidin-3-yl)carbamate